4-amino-2,5-dihydrofuran-3-carboxylic acid ethyl ester C(C)OC(=O)C=1COCC1N